C(C)C(C(C(=O)[O-])S(=O)(=O)O)(C(=O)[O-])CC.[K+].[K+] potassium diethylsulfosuccinate